(3S)-3-({N-[(4-methoxy-1H-indol-2-yl)carbonyl]-L-leucyl}amino)-2-oxo-4-[(3S)-2-oxopyrrolidin-3-yl]butyl (2S)-1-methylpiperidine-2-carboxylate CN1[C@@H](CCCC1)C(=O)OCC([C@H](C[C@H]1C(NCC1)=O)NC([C@@H](NC(=O)C=1NC2=CC=CC(=C2C1)OC)CC(C)C)=O)=O